di-tert-butyl-[2,2']bipyridinyl C(C)(C)(C)C1=C(C(=NC=C1)C1=NC=CC=C1)C(C)(C)C